CN([C@@H](COCCCCCCCCCCC)CCCCCCCCC\C=C/C\C=C/CCCCC)C (2R,12Z,15Z)-N,N-dimethyl-1-(undecyloxy)henicosa-12,15-dien-2-amine